FC(C1=CC=C(C=C1)N1C(N(C(C1)C#N)C1=CN=CC2=CC=CC=C12)=O)F 1-(4-(difluoromethyl)phenyl)-3-(isoquinolin-4-yl)-2-oxoimidazoline-4-carbonitrile